5-[1-(2H3)methyl-1H-pyrazol-4-yl]-2-{3-[methyl(2,2,6,6-tetramethylpiperidin-4-yl)amino]-1,2,4-triazin-6-yl}pyridin-3-ol ditrifluoroacetate FC(C(=O)O)(F)F.FC(C(=O)O)(F)F.C(N1N=CC(=C1)C=1C=C(C(=NC1)C1=CN=C(N=N1)N(C1CC(NC(C1)(C)C)(C)C)C)O)([2H])([2H])[2H]